ClC1=C(C(=CC=C1C1CC1)Cl)[C@@H](C)N1C=NC=2C=NC(=CC21)C2=C(C=C(C=C2)N2CCNCC2)C(C(=O)O)C 2-(2-(1-((R)-1-(2,6-dichloro-3-cyclopropylphenyl)ethyl)-1H-imidazo[4,5-c]pyridin-6-yl)-5-(piperazin-1-yl)phenyl)propionic acid